5-(4-cyclopropyl-6-(difluoromethoxy)pyrimidin-5-yl)-3-(4-(1-methyl-4-(trifluoromethyl)-1H-imidazol-2-yl)benzyl)-1-((2-(trimethylsilyl)ethoxy)methyl)-1H-pyrazolo[4,3-d]pyrimidine C1(CC1)C1=NC=NC(=C1C=1N=CC2=C(N1)C(=NN2COCC[Si](C)(C)C)CC2=CC=C(C=C2)C=2N(C=C(N2)C(F)(F)F)C)OC(F)F